FC1=CC(=C(C=C1)C1=CC(=CC=C1)C=1OC2=C(N1)C=C(C=C2C)C=O)C2=NN=CN2C 2-(4'-Fluoro-2'-(4-methyl-4H-1,2,4-triazol-3-yl)-[1,1'-biphenyl]-3-yl)-7-methylbenzo[d]oxazole-5-carbaldehyde